6-{[(1r,2S)-2-(fluoromethyl)cyclopropyl]methoxy}-N-[(2S)-1-hydroxy-3-methylbutan-2-yl]-5-(3-methoxyazetidin-1-yl)pyridine-2-carboxamide methoxyethyl-cyanoacrylate COCCC=C(C(=O)O)C#N.FC[C@@H]1[C@@H](C1)COC1=C(C=CC(=N1)C(=O)N[C@H](CO)C(C)C)N1CC(C1)OC